CC1(OB(OC1(C)C)C=C)C 4,4,5,5-tetramethyl-2-vinyl-1,3,2-Dioxaborolane